tert-butyl (tert-butoxycarbonyl)(7-((3aR,4R,6R,6aS)-2,2-dimethyl-6-(morpholinomethyl)tetrahydrothieno[3,4-d][1,3]dioxol-4-yl)-5-ethynyl-7H-pyrrolo[2,3-d]pyrimidin-4-yl)carbamate C(C)(C)(C)OC(=O)N(C(OC(C)(C)C)=O)C=1C2=C(N=CN1)N(C=C2C#C)[C@@H]2S[C@@H]([C@H]1OC(O[C@H]12)(C)C)CN1CCOCC1